2'-(5-Fluoro-2-((1-(methylsulfonyl)piperidin-4-yl)amino)pyrimidin-4-yl)-5'-methyl-3'-(trifluoromethyl)spiro[cyclopropane-1,6'-thieno[2,3-c]pyrrol]-4'(5'H)-one FC=1C(=NC(=NC1)NC1CCN(CC1)S(=O)(=O)C)C1=C(C2=C(C3(N(C2=O)C)CC3)S1)C(F)(F)F